hydroxyl-1-naphthoic acid OC1=C(C2=CC=CC=C2C=C1)C(=O)O